CO[C@@H]1O[C@H]2C[C@@]34[C@H](C([C@H]([C@]2(O1)C)C4)(C)C)CC[C@H]3C (1R,3S,5R,7R,8R,10S,13R)-5-methoxy-7,9,9,13-tetramethyl-4,6-dioxatetracyclo[6.5.1.01,10.03,7]tetradecane